C[C@@H]1N(CCC1)CC1=NC2=C(N1)C=CC(=C2)NC(=O)C2=CC=C(C=C2)C2CCN(CC2)C(CCN2CCN(CC2)C(=O)OC(C)(C)C)=O tert-butyl (S)-4-(3-(4-(4-((2-((2-methylpyrrolidin-1-yl)methyl)-1H-benzo[d]imidazol-5-yl)carbamoyl)phenyl)piperidin-1-yl)-3-oxopropyl)piperazine-1-carboxylate